OC=1C=C(CNC(C2=CC(=NC=C2)N2CCOCC2)=O)C=CC1OC N-(3-hydroxy-4-methoxybenzyl)-2-morpholinyl-isonicotinamide